N-[4-(2-amino-1,3-thiazol-5-yl)phenyl]-4-fluorobenzene-1-sulfonamide benzyl-(1-(4-(4,4,5,5-tetramethyl-1,3,2-dioxaborolan-2-yl)benzyl)cyclopropyl)carbamate C(C1=CC=CC=C1)N(C(O)=O)C1(CC1)CC1=CC=C(C=C1)B1OC(C(O1)(C)C)(C)C.NC=1SC(=CN1)C1=CC=C(C=C1)NS(=O)(=O)C1=CC=C(C=C1)F